N-[5-(1H-benzimidazol-2-yl)-1-methyl-pyrazol-3-yl]-6-[3-(methoxy-methyl)azetidin-1-yl]pyridine-3-carboxamide N1C(=NC2=C1C=CC=C2)C2=CC(=NN2C)NC(=O)C=2C=NC(=CC2)N2CC(C2)COC